C(#N)C([C@@H]1[C@H]([C@@H](C(O)O1)O)O)O 5-cyano-arabinofuranose